2-(6-chloro-1H-indol-7-yl)-1,3,4-oxadiazole ClC1=CC=C2C=CNC2=C1C=1OC=NN1